NC1(CCC2([C@H](CC3=CC=CC=C23)C[C@H](COC2=CC=NC=3CCC[C@H](C23)C)C)CC1)C(=O)OC methyl (1r,2'S,4S)-4-amino-2'-[(2R)-2-methyl-3-{[(5R)-5-methyl-5,6,7,8-tetrahydroquinolin-4-yl]oxy}propyl]-2',3'-dihydrospiro[cyclohexane-1,1'-indene]-4-carboxylate